C(=C)N1C(=NC=C1)CO 1-vinyl-2-(hydroxylmethyl)imidazole